COC(=O)C=1C=C2C(=NC1)COC2 5,7-dihydrofuro[3,4-b]Pyridine-3-carboxylic acid methyl ester